1-[rac-(5S,7S)-7-fluoro-5-phenyl-6,7-dihydro-5H-pyrrolo[1,2-b][1,2,4]triazol-2-yl]ethanone F[C@H]1C[C@H](N2N=C(N=C21)C(C)=O)C2=CC=CC=C2 |r|